(1H-benzotriazol-5-yl)methanone Vanadium (II)-Vanadium (III) [V+3].[V+2].N1N=NC2=C1C=CC(=C2)C=O